C[C@@H]1CNC[C@@H](N1C=1N=CC2=C(N1)C(=NN2)C=2C=NC(=CC2)N2CCN(CC2)C)C (3R,5S)-3,5-Dimethyl-4-(3-(6-(4-methylpiperazin-1-yl)pyridin-3-yl)-1H-pyrazolo[4,3-d]pyrimidin-5-yl)piperazin